(S)-4-(3-(1-acryloylpiperidin-2-yl)-8-aminoimidazo[1,5-a]pyrazin-1-yl)-N-(4-(trifluoromethyl)pyridin-2-yl)benzamide C(C=C)(=O)N1[C@@H](CCCC1)C1=NC(=C2N1C=CN=C2N)C2=CC=C(C(=O)NC1=NC=CC(=C1)C(F)(F)F)C=C2